C(C)S(=O)(=O)C1=C(C=C(C=C1)Br)I (4-bromo-2-iodophenyl) (ethyl) sulfone